N2-(3-amino-2-methylpropyl)propane-1,2-diamine NCC(CNC(CN)C)C